1-ethylbutyl hydroperoxide C(C)C(CCC)OO